C(C)(=O)N[C@@H](CCCCNC(=O)OCC[Si](C)(C)C)C(=O)O N2-Acetyl-N6-{[2-(trimethylsilyl)ethoxy]carbonyl}-L-lysin